C(C=C)C=CCC=C diallylethene